4-(3-aminopiperidin-1-yl)-2-(4-fluorophenyl)phthalazin NC1CN(CCC1)C1=NN(CC2=CC=CC=C12)C1=CC=C(C=C1)F